O=C1NC(CCC1N1C(C2=CC=C(C=C2C1=O)OC[C@@H]1CN(C[C@H](O1)C)C(=O)OC(C)(C)C)=O)=O tert-butyl (2S,6R)-2-[[2-(2,6-dioxo-3-piperidyl)-1,3-dioxo-isoindolin-5-yl]oxymethyl]-6-methyl-morpholine-4-carboxylate